(pyrimidin-5-ylethynyl)pyridin N1=CN=CC(=C1)C#CC1=NC=CC=C1